4-amino-1-[(2R,4S,5R)-4-[(tert-butyldimethylsilyl)oxy]-5-{[(tert-butyl-dimethylsilyl)oxy]methyl}-5-(chloromethyl)oxolan-2-yl]-5-fluoropyrimidin-2-one NC1=NC(N(C=C1F)[C@@H]1O[C@]([C@H](C1)O[Si](C)(C)C(C)(C)C)(CCl)CO[Si](C)(C)C(C)(C)C)=O